1-oxothiopyran O=S1CC=CC=C1